N-((3S,4S)-3-((6-(2,6-difluoro-3,5-dimethoxyphenyl)-8-(4-methoxy-piperidin-1-yl)pyrido[3,4-d]pyrimidin-2-yl)amino)tetrahydro-2H-pyran-4-yl)acrylamide FC1=C(C(=C(C=C1OC)OC)F)C1=CC2=C(N=C(N=C2)N[C@@H]2COCC[C@@H]2NC(C=C)=O)C(=N1)N1CCC(CC1)OC